C([C@]1(C)C(C)(C)[C@H](C(=O)[O-])CC1)(=O)[O-] (1S,3R)-(+)-camphorate